1-{3-[7-chloro-3-(2-hydroxyphenyl)cinnolin-6-yl]azetidin-1-yl}ethanone ClC1=C(C=C2C=C(N=NC2=C1)C1=C(C=CC=C1)O)C1CN(C1)C(C)=O